CC1=NC2=CC=C(C=C2C=C1CC(=O)O)[N+](=O)[O-] 2-(2-methyl-6-nitroquinolin-3-yl)acetic acid